S1C=NC2=C1N=CS2 [1,3]thiazolo[5,4-d][1,3]thiazol